C(C1=CC=CC=C1)[NH+]1CCCCC1 1-benzylpiperidinium